3-chlorobenzoperoxoic acid-d1 ClC=1C=C(C(=O)OO[2H])C=CC1